F[C@H](C(=O)NC1=C(C=C(C=C1)NCC1=CC=C(C=C1)C(F)(F)F)N1CCCC1)[C@H](CCCCC)F (2R,3S)-2,3-Difluoro-N-(2-(pyrrolidin-1-yl)-4-((4-(trifluoromethyl)benzyl)amino)phenyl)octanamid